C(C)(C)(C)OC(=O)C1CCN(CC1)C(CNC1=C2C(N(C(C2=CC=C1)=O)C1C(NC(CC1)=O)=O)=O)=O.BrC1=C(C=C(N)C=C1)SC(C)C1=CC=CC=C1 4-bromo-3-(1-phenylethyl-mercapto)aniline tert-butyl-1-((2-(2,6-dioxopiperidin-3-yl)-1,3-dioxoisoindolin-4-yl)glycyl)piperidine-4-carboxylate